CC1(NC(CC(C1)N(C1=NC=NC(=N1)NC1CC(NC(C1)(C)C)(C)C)CCCCCCNC1CC(NC(C1)(C)C)(C)C)(C)C)C 2-N,4-N-bis(2,2,6,6-tetramethyl-piperidin-4-yl)-2-N-[6-[(2,2,6,6-tetramethyl-piperidin-4-yl)amino]hexyl]-1,3,5-triazine-2,4-diamine